2-[(2-hydroxy-3-methylquinolin-7-yl)methyl]-3-[(2S)-oxetan-2-ylmethyl]-1,3-benzodiazole-5-carboxylic acid methyl ester COC(=O)C1=CC2=C(N=C(N2C[C@H]2OCC2)CC2=CC=C3C=C(C(=NC3=C2)O)C)C=C1